C1(CCC1)NC=1N=CC=C(C(=O)O)C1 6-(cyclobutylamino)isonicotinic Acid